7-(3,3-difluorocyclopentyl)-5-fluoro-2-(((3S,4R)-3-hydroxytetrahydro-2H-pyran-4-yl)amino)pyrrolo[2,1-f][1,2,4]triazine-6-carbonitrile FC1(CC(CC1)C1=C(C(=C2C=NC(=NN21)N[C@H]2[C@@H](COCC2)O)F)C#N)F